4-(2-pyridyl)pyrimidine N1=C(C=CC=C1)C1=NC=NC=C1